C1(CC1)CNCC=1C=C2C(N(C=NC2=C(C1)C(F)(F)F)C1=CC(=CC=C1)C1(CC2(C1)CC(C2)(C)C)C2=NN=CN2C)=O 6-(((Cyclopropylmethyl)amino)methyl)-3-(3-(6,6-dimethyl-2-(4-methyl-4H-1,2,4-triazol-3-yl)spiro[3.3]heptan-2-yl)phenyl)-8-(trifluoromethyl)quinazolin-4(3H)-one